NNC1(CC(C(CC1)C)NN)CCC N,N'-Diaminopropyl-4-methyl-cyclohexan-1,3-diamin